Tert-butyl N-[3-[3-[1-(2,6-dioxo-3-piperidyl)-3-methyl-2-oxo-benzimidazol-4-yl]prop-2-ynoxy] cyclobutyl]-N-methyl-carbamate O=C1NC(CCC1N1C(N(C2=C1C=CC=C2C#CCOC2CC(C2)N(C(OC(C)(C)C)=O)C)C)=O)=O